BrC=1C(=C(C=CC1)N1N=C(C=C1C(=O)O)C)F (3-bromo-2-fluorophenyl)-3-methyl-1H-pyrazole-5-carboxylic acid